L-2,6-dimethylphenol CC1=C(C(=CC=C1)C)O